S(=O)(=O)([O-])C(C(=O)[O-])CC(=O)[O-].[Na+].[Na+].[Na+] sodium sulfosuccinic acid salt